4-((6-aminopyridin-3-yl)oxy)-N-(5-methyl-1-(tetrahydro-2H-pyran-2-yl)-1H-pyrazol-3-yl)pyridin-2-amine NC1=CC=C(C=N1)OC1=CC(=NC=C1)NC1=NN(C(=C1)C)C1OCCCC1